tert-butyl-4-(7-cyano-9-(1-hydroxyethyl)-4-methyl-5-oxo-4,5-dihydro-3H-pyrazolo[3,4-c]isoquinolin-3-yl)piperidine C(C)(C)(C)N1CCC(CC1)N1N=CC2=C1N(C(C=1C=C(C=C(C21)C(C)O)C#N)=O)C